benzyl 4-(5-chloro-3-vinyl-2-pyridyl)-3,6-dihydro-2H-pyridine-1-carboxylate ClC=1C=C(C(=NC1)C=1CCN(CC1)C(=O)OCC1=CC=CC=C1)C=C